OC=1C=CC(=NC1)C=O 5-HYDROXYPYRIDINE-2-CARBALDEHYDE